(S)-5-amino-2-cinnamoylaminopentanoate NCCC[C@@H](C(=O)[O-])NC(C=CC1=CC=CC=C1)=O